ClC1=C(C=2N=C(N=CC2C(=N1)N1[C@H](CC1)C)S(=O)C)F 7-chloro-8-fluoro-5-((S)-2-methylazetidin-1-yl)-2-(methylsulfinyl)pyrido[4,3-d]pyrimidine